(S)-2-(3-((4-(3-((2-(1-hydroxyethyl)-1H-imidazol-1-yl)methyl)isoxazol-5-yl)phenyl)ethynyl)phenoxy)acetamide O[C@@H](C)C=1N(C=CN1)CC1=NOC(=C1)C1=CC=C(C=C1)C#CC=1C=C(OCC(=O)N)C=CC1